4-((1,3-dimethyl-1H-pyrazolo[3,4-b]pyridin-5-yl)methyl)-N-hydroxy-3-oxo-3,4-dihydro-2H-benzo[b][1,4]oxazine-6-carboxamide CN1N=C(C=2C1=NC=C(C2)CN2C1=C(OCC2=O)C=CC(=C1)C(=O)NO)C